The molecule is an ascarosyloxycarboxylic acid beta-D-glucopyranosyl ester resulting from the formal esterification of the carboxy group of ascr#10 with the anomeric hydroxy group of beta-D-glucopyranose. It is a metabolite of the nematode Caenorhabditis elegans. It has a role as a Caenorhabditis elegans metabolite. It is an (omega-1)-hydroxy fatty acid ascaroside and an ascarosyloxycarboxylic acid beta-D-glucopyranosyl ester. It derives from an ascr#10. C[C@H]1[C@@H](C[C@H]([C@@H](O1)O[C@H](C)CCCCCCC(=O)O[C@H]2[C@@H]([C@H]([C@@H]([C@H](O2)CO)O)O)O)O)O